3-chlorobenzyl ((2S)-3-cyclohexyl-1-(((2S)-1-hydroxy-5-(methyl(2-phenylpropyl)amino)-5-oxopentan-2-yl)amino)-1-oxopropan-2-yl)carbamate C1(CCCCC1)C[C@@H](C(=O)N[C@H](CO)CCC(=O)N(CC(C)C1=CC=CC=C1)C)NC(OCC1=CC(=CC=C1)Cl)=O